FC1=C(C(=CC(=C1)N1CC2(CC1)CNCC2)F)[C@@H]2C(NC(CC2)=O)=O (3R)-3-(2,6-difluoro-4-(2,7-diazaspiro[4.4]non-2-yl)phenyl)piperidine-2,6-dione